O-(Benzotriazol-1-yl)-N,N,N',N'-tetramethyluronium hexafluorophosphate HCl Cl.F[P-](F)(F)(F)(F)F.N1(N=NC2=C1C=CC=C2)OC(=[N+](C)C)N(C)C